COC(=O)C=1C=CC2=C(N(C(=N2)CC2=C(C=C(C=C2)Br)F)CC2(CC2)CF)C1 2-(4-Bromo-2-fluorobenzyl)-1-((1-(fluoromethyl)cyclopropyl)methyl)-1H-benzo[d]imidazole-6-carboxylic acid methyl ester